2-benzyl-2-(((2R,3S,4R,5R)-5-(2-chloro-6-(cyclopentylamino)-9H-purin-9-yl)-3-ethynyl-3,4-dihydroxytetrahydrofuran-2-yl)methoxy)malonic acid C(C1=CC=CC=C1)C(C(=O)O)(C(=O)O)OC[C@H]1O[C@H]([C@@H]([C@@]1(O)C#C)O)N1C2=NC(=NC(=C2N=C1)NC1CCCC1)Cl